tert-butyl (2-((2-methoxyethoxy)methyl)-6-(trifluoromethyl)pyridin-3-yl)carbamate COCCOCC1=NC(=CC=C1NC(OC(C)(C)C)=O)C(F)(F)F